BrC1=C2C(N(C(C2=CC(=C1)O)=O)C12CNCC(C1)C2)=O 1-(4-bromo-6-hydroxy-1,3-dioxoisoindolin-2-yl)-3-azabicyclo[3.1.1]heptane